2-(((1r,4r)-4-((5-(pyrazolo[1,5-a]pyrimidin-5-yl)-7H-pyrrolo[2,3-d]pyrimidin-2-yl)amino)cyclohexyl)oxy)ethan-1-ol N1=CC=C2N1C=CC(=N2)C2=CNC=1N=C(N=CC12)NC1CCC(CC1)OCCO